N1N=CC=C1CNC(=O)C=1C=NC2=C(C=CC=C2C1)C1=CCC(CC1)C(F)(F)F N-((1H-pyrazol-5-yl)methyl)-8-(4-(trifluoromethyl)cyclohex-1-en-1-yl)quinoline-3-carboxamide